(R)-4-(3,4-dichloro-2-fluorophenoxy)-6-(piperidin-3-yl)quinazoline ClC=1C(=C(OC2=NC=NC3=CC=C(C=C23)[C@@H]2CNCCC2)C=CC1Cl)F